N-[2-[3-(triethoxysilyl)propylamino]ethyl]ethylenediamine C(C)O[Si](CCCNCCNCCN)(OCC)OCC